ClC1=C(C(=O)OOC(C2=C(C=C(C=C2)Cl)Cl)=O)C=CC(=C1)Cl Bis-(2,4-dichlorobenzoyl) peroxid